ClC1=CC=C(C=C1)[C@@H]1[C@@H](CCC1)NC([C@H](C)NC(OC(C)(C)C)=O)=O |&1:7,8| tert-butyl ((2S)-1-(((±)-cis-2-(4-chlorophenyl)cyclopentyl)amino)-1-oxopropan-2-yl)carbamate